Cl.FC(C1(CCNCC1)CO)(F)F [4-(trifluoromethyl)piperidin-4-yl]methanol hydrochloride